ClC1=C(C=CC=C1C1N(CCC2=C1N=C(N2C)C(=O)N)C)C2=C(C(=CC=C2)C2N(CCC1=C2N=C(N1C)C(=O)N)C)C#N (2-chloro-2'-cyanobiphenyl-3,3'-diyl)bis(1,5-dimethyl-4,5,6,7-tetrahydro-1H-imidazo[4,5-c]pyridine-2-carboxamide)